C1(CC1)CN1CC(=C[C@@H](C1)C)C1=CNC2=NC=CC=C21 (S)-3-(1-(cyclopropylmethyl)-5-methyl-1,2,5,6-tetrahydropyridin-3-yl)-1H-pyrrolo[2,3-b]pyridine